C1N(CCC2=CC=CC=C12)C[C@H](CNC(=O)C=1C=C2CCNC(C2=CC1)=O)O N-((S)-3-(3,4-dihydroisoquinolin-2(1H)-yl)-2-hydroxypropyl)-1-oxo-1,2,3,4-tetrahydroisoquinoline-6-carboxamide